O1CCN(CC1)C1=CC=C(C(=O)NC2=CC(=C(C=C2)OCC2=NC=CC=C2)Cl)C=C1 4-(morpholino)-N-(3-chloro-4-(pyridine-2-yl-methoxy)phenyl)-benzamide